CC1(CCN(CC1)CC1=CC=C(C=C1)N1CC(NC2(C1)CCN(CC2)C(=O)OCCCC)=O)C Butyl 4-(4-((4,4-dimethylpiperidin-1-yl)methyl)phenyl)-2-oxo-1,4,9-triazaspiro[5.5]undecane-9-carboxylate